FC(C1=C(C=CC(=C1)C(F)(F)F)C(C)N1N=C(C(=C1)C#CC=1SC(=NN1)C1=NC=CC=C1)C)(F)F ((1-(1-(2,4-bis(trifluoromethyl)phenyl)ethyl)-3-methyl-1H-pyrazol-4-yl)ethynyl)-5-(pyridin-2-yl)-1,3,4-thiadiazole